3-(5-(((2-(4-(1,2-diphenylbut-1-en-1-yl)phenoxy)ethyl)(methyl)amino)methyl)-6-fluoro-1-oxoisoindolin-2-yl)piperidine-2,6-dione C1(=CC=CC=C1)C(=C(CC)C1=CC=CC=C1)C1=CC=C(OCCN(C)CC=2C=C3CN(C(C3=CC2F)=O)C2C(NC(CC2)=O)=O)C=C1